(((R)-4-oxo-chroman-2-yl)methyl)carbamic acid tert-butyl ester C(C)(C)(C)OC(NC[C@@H]1OC2=CC=CC=C2C(C1)=O)=O